ClC1=C(C=CC=C1)C(C(C)C=1N(C(C(=C(N1)C(=O)NC=1C=NOC1)OC)=O)C)C=1OC(=NN1)C 2-[1-(2-chlorophenyl)-1-(5-methyl-1,3,4-oxadiazol-2-yl)propan-2-yl]-5-methoxy-1-methyl-N-(1,2-oxazol-4-yl)-6-oxopyrimidine-4-carboxamide